bromo-5-(3,4-dimethoxyphenyl)pyridin-2-amine BrC=1C(=NC=C(C1)C1=CC(=C(C=C1)OC)OC)N